F[C@@H]1[C@@]2(CCC[C@H](C[C@H]1OC=1N=CC(=NC1)C=1C=C3C=CN=CC3=CC1O)N2)C 6-(5-(((1s,2r,3r,5r)-2-fluoro-1-methyl-9-azabicyclo[3.3.1]non-3-yl)oxy)pyrazin-2-yl)isoquinolin-7-ol